CCCCC/C=C\\C/C=C\\CCCCC/C=C/C(=O)SCCNC(=O)CCNC(=O)[C@@H](C(C)(C)COP(=O)(O)OP(=O)(O)OC[C@@H]1[C@H]([C@H]([C@@H](O1)N2C=NC3=C(N=CN=C32)N)O)OP(=O)(O)O)O The molecule is an octadecatrienoyl-CoA that results from the formal condensation of the thiol group of coenzyme A with the carboxy group of (2E,9Z,12Z)-octadecatrienoic acid. It is a trans-2-enoyl-CoA and an octadecatrienoyl-CoA. It is a conjugate acid of a (2E,9Z,12Z)-octadecatrienoyl-CoA(4-).